6-bromo-4-phenylisoquinolin-1(2H)-one BrC=1C=C2C(=CNC(C2=CC1)=O)C1=CC=CC=C1